[Cl-].C(CCCC)[N+]1=CN(C2=C1C=CC=C2)CCCCC 1,3-Dipentylbenzimidazolium chloride